C(CCCCCCCCCCCCCCCCC)C(C(=O)O)(O)C(O)C(=O)O.C(=O)(OC(CCCCCCCCCCCCCCCCC)=O)C(O)C(O)C(=O)O stearoyl tartrate (STEARYL TARTRATE)